(3S)-3-({N-[(4-methoxy-1H-indol-2-yl)carbonyl]-L-leucyl}amino)-2-oxo-4-[(3S)-2-oxopyrrolidin-3-yl]butyl 2-methylpyridine-3-carboxylate, trifluoroacetate salt FC(C(=O)O)(F)F.CC1=NC=CC=C1C(=O)OCC([C@H](C[C@H]1C(NCC1)=O)NC([C@@H](NC(=O)C=1NC2=CC=CC(=C2C1)OC)CC(C)C)=O)=O